(3-(1-((2-ethyl-2H-pyrazolo[3,4-b]pyrazin-6-yl)amino)ethyl)phenyl)-5-methylnicotinamide C(C)N1N=C2N=C(C=NC2=C1)NC(C)C=1C=C(C=CC1)C1=C(C(=O)N)C=C(C=N1)C